tert-Butyl 6-(1H-imidazol-1-yl)-3,4-dihydroisoquinoline-2(1H)-carboxylate N1(C=NC=C1)C=1C=C2CCN(CC2=CC1)C(=O)OC(C)(C)C